(1s,3r)-3-acetamido-N-(5-chloro-4-(6,7-dihydro-4H-pyrazolo[5,1-c][1,4]oxazin-3-yl)pyridin-2-yl)cyclohexanecarboxamide C(C)(=O)N[C@H]1C[C@H](CCC1)C(=O)NC1=NC=C(C(=C1)C=1C=NN2C1COCC2)Cl